C12(CC(C1)C2)N2[C@@H](C=1NC3=CC=CC=C3C1C[C@H]2C)C2=C(C=C(C=C2F)O[C@H]2CN(CC2)CCCF)F (1R,3R)-2-(bicyclo[1.1.1]pentan-1-yl)-1-(2,6-difluoro-4-(((R)-1-(3-fluoropropyl)pyrrolidin-3-yl)oxy)phenyl)-3-methyl-2,3,4,9-tetrahydro-1H-pyrido[3,4-b]indole